Molybdenum-vanadium-aluminum [Al].[V].[Mo]